2-chloro-N-(2-chloro-5-methoxyphenylethyl)acetamide ClCC(=O)NCCC1=C(C=CC(=C1)OC)Cl